2-[3-[(1r,3r)-3-[(5-[5-methyl-5H-pyrido[4,3-b]indol-7-yl]pyridin-2-yl)oxy]cyclobutoxy]propoxy]ethan-1-ol CN1C2=C(C=3C=CC(=CC13)C=1C=CC(=NC1)OC1CC(C1)OCCCOCCO)C=NC=C2